2-bromo-5-{[2-chloro-6-(trifluoromethyl)phenyl]methoxy}pyridine BrC1=NC=C(C=C1)OCC1=C(C=CC=C1C(F)(F)F)Cl